BrC=1C=C(C(=NC1OC(COCCC)C)C)N=C(C)N(C)CC N'-[5-bromo-6-(1-methyl-2-propoxyethoxy)-2-methylpyridin-3-yl]-N-ethyl-N-methylacetoamidine